C(C)N(C=1C=C(C=CC1)C1N(CCCC1)C(C(=O)OCC(F)(F)F)=O)CC 2,2,2-Trifluoroethyl 2-[2-[3-(diethylamino)phenyl]-1-piperidyl]-2-oxo-acetate